1-(6,7-Dichloro-10-(1H-pyrazol-4-yl)-3,4-dihydropyrazino[1,2-a]indol-2(1H)-yl)-2-(3-(dimethylamino)oxetan-3-yl)ethan-1-one ClC1=C(C=CC=2C(=C3N(C12)CCN(C3)C(CC3(COC3)N(C)C)=O)C=3C=NNC3)Cl